1-{[5-(3-Chlorophenyl)-6-methoxypyridin-3-yl]methyl}-1H-pyrazole ClC=1C=C(C=CC1)C=1C=C(C=NC1OC)CN1N=CC=C1